ClC1=CC=C(C=C1)C=1C(=NN2C1N=C(C=C2O)O)C2=CC=C(C#N)C=C2 4-[3-(4-chlorophenyl)-5,7-dihydroxy-pyrazolo[1,5-a]pyrimidin-2-yl]benzonitrile